S(C)(=O)(=O)O.FC=1C(=NC=CC1OC)CNC(=O)C=1C(=NN(C1)CC1=CC=C(C=C1)CN1C(C=CC=C1)=O)COC N-[(3-fluoro-4-methoxypyridin-2-yl)methyl]-3-(methoxymethyl)-1-({4-[(2-oxopyridin-1-yl)methyl]phenyl}methyl)pyrazole-4-carboxamide mesylate salt